4-[6-(1-tert-butylpyrazol-4-yl)-4-cyano-2-methylindazol-3-yl]-2-(difluoromethoxy)-N-[(1R,2S)-2-fluorocyclopropyl]-6-methoxybenzamide C(C)(C)(C)N1N=CC(=C1)C=1C=C(C2=C(N(N=C2C1)C)C1=CC(=C(C(=O)N[C@H]2[C@H](C2)F)C(=C1)OC)OC(F)F)C#N